water, sodium salt [Na].O